ClC=1C=C(C=C(C1F)Cl)C1(CC(=NO1)C1=CC(=C(C(=O)N(C2CS(CC2)(=O)=O)C(C(=O)OC)=O)C=C1)C)C(F)(F)F methyl 2-(4-(5-(3,5-dichloro-4-fluorophenyl)-5-(trifluoromethyl)-4,5-dihydroisoxazol-3-yl)-N-(1,1-dioxotetrahydrothiophen-3-yl)-2-methylbenzamido)-2-oxoacetate